ClC1=CC(=C(N=N1)C(=O)NC([2H])([2H])[2H])NC1=NC=NC(=C1OC)C1=NN(N=C1)C 6-chloro-4-((5-methoxy-6-(2-methyl-2H-1,2,3-triazol-4-yl)pyrimidin-4-yl)amino)-N-(methyl-d3)pyridazine-3-carboxamide